ClC1=C(C=CC=C1)CN(C1=CC=CC(=N1)S(=O)(=O)NC(=O)C=1C(=NC=CC1)N1C(CC(C1)C)(C)C)C N-[[6-[(2-Chlorophenyl)methyl-methyl-amino]-2-pyridyl]sulfonyl]-2-(2,2,4-trimethylpyrrolidin-1-yl)pyridin-3-carboxamid